9-(2,3-difluoro-4-((1-(3-fluoropropyl)azetidin-3-ylidene)methyl)phenyl)-8-(2,4-difluorophenyl)-6,7-dihydro-5H-benzo[7]annulene-3-carboxylic acid FC1=C(C=CC(=C1F)C=C1CN(C1)CCCF)C1=C(CCCC2=C1C=CC(=C2)C(=O)O)C2=C(C=C(C=C2)F)F